C(C1=CC=CC=C1)(=O)OC1=CC(=C(C=C1)N1N=C2C(=N1)C=CC(=C2)Cl)O 2-(4-benzoyloxy-2-hydroxyphenyl)-5-chloro-2H-benzotriazole